trans-N-[8-chloro-6-[(3S)-3-hydroxy-2-oxo-pyrrolidin-1-yl]-3-isoquinolinyl]-2-cyano-cyclopropanecarboxamide ClC=1C=C(C=C2C=C(N=CC12)NC(=O)[C@H]1[C@@H](C1)C#N)N1C([C@H](CC1)O)=O